methyl 2-((1R,3s,5S)-3-((3-(N'-(2-chloro-4-hydroxyphenyl)carbamimidoyl)-6-(1-methyl-1H-pyrazol-4-yl)pyrrolo[1,2-b]pyridazin-4-yl)amino)-8-azabicyclo[3.2.1]octan-8-yl)acetate ClC1=C(C=CC(=C1)O)N=C(N)C1=C(C=2N(N=C1)C=C(C2)C=2C=NN(C2)C)NC2C[C@H]1CC[C@@H](C2)N1CC(=O)OC